Methyl 4-[1-(3-chloro-4-fluoro-phenyl)-4-(methoxymethoxy)-2-tetrahydropyran-4-yl-indol-3-yl]benzoate ClC=1C=C(C=CC1F)N1C(=C(C2=C(C=CC=C12)OCOC)C1=CC=C(C(=O)OC)C=C1)C1CCOCC1